COC(C1=C(C=C(C(=C1)F)C1=CC=CC=2CN(COC21)C(C2=C(C=C(C=C2Cl)N2[C@@H](C(C2)O)C)Cl)=O)N2C1COCC2CC1)=O 4-[3-[2,6-Dichloro-4-[(2R)-3-hydroxy-2-methylazetidin-1-yl]benzoyl]-2,4-dihydro-1,3-benzoxazin-8-yl]-5-fluoro-2-(3-oxa-8-azabicyclo[3.2.1]oct-8-yl)benzoic acid methyl ester